ClC1=C(C(=C2C=NN(C2=C1)C1OCCCC1)C1=NC=CC2=C1SC=1N=C(N=C(C12)N1CCOC[C@](C1)(O)C)S(=O)(=O)C)C1(CC1)F (6S)-4-(8-(6-chloro-5-(1-fluorocyclopropyl)-1-(tetrahydro-2H-pyran-2-yl)-1H-indazol-4-yl)-2-(methylsulfonyl)pyrido[4',3':4,5]thieno[2,3-d]pyrimidin-4-yl)-6-methyl-1,4-oxazepan-6-ol